C(\C=C/C(=O)O)(=O)O.FC=1C=CC(=NC1)COC1=CC(N(C=C1)C1=CC=2C=C3N(C2C=C1)CCNCC3)=O 4-[(5-fluoropyridin-2-yl)methoxy]-1-(2,3,4,5-tetrahydro-1H-[1,4]diazepino[1,7-a]indol-9-yl)pyridin-2(1H)-one maleate salt